3-BROMO-2-[(5-CHLORO-1-METHYL-1H-IMIDAZOL-2-YL)METHOXY]BENZALDEHYDE BrC=1C(=C(C=O)C=CC1)OCC=1N(C(=CN1)Cl)C